(R)-2-chloro-N-(5-cyano-6-(5-cyano-1H-pyrazol-1-yl)pyridin-3-yl)-8-methyl-8-(trifluoromethyl)-7,8-dihydro-6H-pyrazolo[1,5-a]pyrrolo[2,3-e]pyrimidine-6-carboxamide ClC1=NN2C(N=CC3=C2[C@@](CN3C(=O)NC=3C=NC(=C(C3)C#N)N3N=CC=C3C#N)(C(F)(F)F)C)=C1